benzyl 2,4-dihydroxy-6-methylbenzoate OC1=C(C(=O)OCC2=CC=CC=C2)C(=CC(=C1)O)C